N-cyclopropyl-2-(difluoromethoxy)-6-methoxy-4-[7-[2-(methylamino)ethoxy]imidazo[1,2-a]pyridin-3-yl]benzamide C1(CC1)NC(C1=C(C=C(C=C1OC)C1=CN=C2N1C=CC(=C2)OCCNC)OC(F)F)=O